BrC1=CC=CC2=C1C(=NO2)C2=C(C=CC=C2)CO 2-(4-bromobenzo[d]isoxazol-3-yl)phenylmethanol